CN1N=CC(=C1)C1=CC=2N(C=C1)C(=NN2)C(=O)NC=2C(=NC=C(C2)C(NCCN2C(CCCC2)=O)=O)C 7-(1-methyl-1H-pyrazol-4-yl)-N-(2-methyl-5-((2-(2-oxopiperidin-1-yl)ethyl)carbamoyl)pyridin-3-yl)-[1,2,4]triazolo[4,3-a]pyridine-3-carboxamide